(E)-6-bromo-2,3-dihydro-1H-inden-1-one oxime BrC1=CC=C2CC\C(\C2=C1)=N/O